4,5,6,7-TETRAHYDRO-4-BENZOFURANCARBOXALDEHYDE O1C=CC2=C1CCCC2C=O